C(C)(=O)C1=NC=C(C(=C1)N1C(C(=C(C=C1C)OCC1=NC=C(C=C1F)F)Cl)=O)C 2'-acetyl-3-chloro-4-((3,5-difluoropyridin-2-yl)methoxy)-5',6-dimethyl-2H-[1,4'-bipyridin]-2-one